(R)-(9-oxo-2-(1-trityl-1H-pyrazol-4-yl)-4,5,6,7,8,9-hexahydro-3-oxa-1-thia-5a,8-diazabenzo[cd]azulen-6-yl)methyl 4-methylbenzenesulfonate CC1=CC=C(C=C1)S(=O)(=O)OC[C@@H]1N2C=3C(=C(SC3C(NC1)=O)C=1C=NN(C1)C(C1=CC=CC=C1)(C1=CC=CC=C1)C1=CC=CC=C1)OCC2